C(N)(=O)C1(CCC(CC1)OC=1C(=CC(=C(C(=O)N[C@H]2[C@H]([C@@H]3CC[C@H]2C3)C(=O)NCC3(CCOCC3)F)C1)OC)F)C (1R,2S,3R,4S)-3-(5-(((1s,4S)-4-carbamoyl-4-methylcyclohexyl)oxy)-4-fluoro-2-methoxybenzamido)-N-((4-fluorotetrahydro-2H-pyran-4-yl)methyl)bicyclo[2.2.1]heptane-2-carboxamide